5-hexenyl-dimethylsilane C(CCCC=C)[SiH](C)C